1-(((3-Butyl-7-(ethylthio)-2-methyl-1,1-dioxido-5-phenyl-2,3,4,5-tetrahydro-1,2,5-benzothiadiazepin-8-yl)oxy)methyl)cyclopropane-1-carboxylic acid C(CCC)C1N(S(C2=C(N(C1)C1=CC=CC=C1)C=C(C(=C2)OCC2(CC2)C(=O)O)SCC)(=O)=O)C